OC(C)(C)C1CCC(CC1)NC=1C=CC=2N(N1)C(=C(N2)C(=O)O)C2=CC(=CC=C2)C(F)(F)F 6-(((1r,4r)-4-(2-hydroxypropan-2-yl)cyclohexyl)amino)-3-(3-(trifluoromethyl)phenyl)imidazo[1,2-b]pyridazine-2-carboxylic acid